rac-tert-Butyl ((3R,4S)-1-((3-((4-(2-(2,6-dioxopiperidin-3-yl)-6-fluoro-1,3-dioxoisoindolin-5-yl)piperazin-1-yl)methyl)phenyl)sulfonyl)-3-fluoropiperidin-4-yl)carbamate O=C1NC(CC[C@H]1N1C(C2=CC(=C(C=C2C1=O)N1CCN(CC1)CC=1C=C(C=CC1)S(=O)(=O)N1C[C@H]([C@H](CC1)NC(OC(C)(C)C)=O)F)F)=O)=O |&1:6|